(7E)-11-iodo-1,1-dibutyloxy-7-undecene ICCC/C=C/CCCCCC(OCCCC)OCCCC